4-(4-((1R,5S)-3,8-diazabicyclo[3.2.1]octan-3-yl)-8-fluoro-2-((tetrahydro-1H-pyrrolizin-7a(5H)-yl)methoxy)quinazolin-7-yl)-5-ethynyl-6-fluoronaphthalen-2-ol [C@H]12CN(C[C@H](CC1)N2)C2=NC(=NC1=C(C(=CC=C21)C2=CC(=CC1=CC=C(C(=C21)C#C)F)O)F)OCC21CCCN1CCC2